C(#N)C(C)(C)C=1C=C(C=C(C1)N1C=NC(=C1)C)NC(C1=C(C=C(C=C1)C)F)=O N-(3-(2-cyanopropan-2-yl)-5-(4-methyl-1H-imidazol-1-yl)phenyl)-2-fluoro-4-methylbenzamide